2-amino-3,6-di-O-benzyl-2-deoxy-beta-D-glucopyranosyl-(1→4) 2-amino-3,6-di-O-benzyl-2-deoxy-beta-D-glucopyranoside N[C@H]1[C@H](O[C@H]2[C@@H]([C@@H](OCC3=CC=CC=C3)[C@H](O)[C@H](O2)COCC2=CC=CC=C2)N)O[C@@H]([C@H]([C@@H]1OCC1=CC=CC=C1)O)COCC1=CC=CC=C1